5-(1,3-Dioxolan-2-yl)-2-(4-fluoro-2-methoxy-3-nitrophenyl)pyridine O1C(OCC1)C=1C=CC(=NC1)C1=C(C(=C(C=C1)F)[N+](=O)[O-])OC